CC(C)(C)C=1C=CC=2NC3=CC=C(C=C3C2C1)C(C)(C)C 3,6-bis(2-methylpropan-2-yl)-9H-carbazole